dihydrospiro[cyclopenta[b]furan-6,4'-piperidin]-5-amine N1CCC2(CC1)C(=CC1=C2OCC1)N